CC1=C(C(=O)P(C2=CC=CC=C2)(C2=CC=CC=C2)=O)C(=CC(=C1)C)C 2,4,6-trimethylbenzoyl-Diphenyl-phosphin oxide